COCOC=1C=CC2=C(C=C(O2)C(=O)N(C)C)C1 5-(methoxymethoxy)-N,N-dimethylbenzofuran-2-carboxamide